3-((3'-chloro-4-hydroxy-[1,1'-biphenyl]-3-yl)(4-(2,3-dichlorophenyl)piperazin-1-yl)methyl)-N-cyclopentylbenzamide ClC=1C=C(C=CC1)C1=CC(=C(C=C1)O)C(C=1C=C(C(=O)NC2CCCC2)C=CC1)N1CCN(CC1)C1=C(C(=CC=C1)Cl)Cl